decane-1,2-diol C(C(CCCCCCCC)O)O